OC1=CC=C(C=C1)C(C)(C)C1=CC=C(C=C1)O 4,4'-dihydroxy-2,2-diphenylpropane